C(CC[Se][Se]CCC(=O)OCC)(=O)OCC diethyl 3,3'-diselenodipropionate